CC1=CC=C(C=C1)S(=O)(=O)[O-].FC1=[N+](C=CC=C1)C 2-fluoro-1-methylpyridinium p-toluenesulphonate